C1(CC1)C1=NC=CC(=C1)O 2-cyclopropylpyridin-4-ol